ClC1=C(C=C(C=C1)C1=CC(=CC=C1)[C@H](C(=O)N1CC2=C(CCC1)N=C(NC2=O)C2(CC2)C2=CC=CC=C2)O)C (R)-6-(2-(4'-chloro-3'-methyl-[1,1'-biphenyl]-3-yl)-2-hydroxyacetyl)-2-(1-phenylcyclopropyl)-3,5,6,7,8,9-hexahydro-4H-pyrimido[5,4-c]azepin-4-one